3-ethyl-2-[(3-methylimidazol-4-yl)methyl]-4-oxobutyl (9Z)-octadec-9-enoate C(CCCCCCC\C=C/CCCCCCCC)(=O)OCC(C(C=O)CC)CC=1N(C=NC1)C